3-methoxy-acrylic acid COC=CC(=O)O